1-[(2-amino-3-fluoropyridin-4-yl)methyl]-5-fluoro-4-(2-fluoro-4-iodoanilino)-6-oxopyridin NC1=NC=CC(=C1F)CN1C=CC(=C(C1=O)F)NC1=C(C=C(C=C1)I)F